ClC=1C=C(C=CC1)N1C(N(C(C1)=O)CC1=CC(=C(OC(C(=O)O)(C)C)C(=C1)C)C)=O 4-((3-(3-Chlorophenyl)-2,5-dioxoimidazolidin-1-yl)meth-yl)-2,6-dimethylphenoxy-2-methylpropionic acid